CC1=CNC=C1C 3,4-dimethylazol